OC(C)(C)C=1SC(=CN1)S(=O)(N)=NC(NC1=C2CCC(C2=CC=2CCCC12)=O)=O 2-(2-Hydroxypropan-2-yl)-N'-((1-oxo-1,2,3,5,6,7-hexahydro-s-indacen-4-yl)carbamoyl)thiazole-5-sulfonimidamide